5-fluoro-N,N-diisopropyl-2-((3-(methylamino)-5-(7-(piperidin-4-ylmethyl)-2,7-Diazaspiro[3.5]Nonan-2-yl)-1,2,4-triazin-6-yl)oxy)benzamide FC=1C=CC(=C(C(=O)N(C(C)C)C(C)C)C1)OC1=C(N=C(N=N1)NC)N1CC2(C1)CCN(CC2)CC2CCNCC2